BrC1=NC=C(C(=C1NC(OC(C)(C)C)=O)C)F tert-butyl N-(2-bromo-5-fluoro-4-methyl-3-pyridyl)carbamate